ethylhexyl methoxycinnamate (cinnamate) C(C=CC1=CC=CC=C1)(=O)O.COC(C(=O)OC(CCCCC)CC)=CC1=CC=CC=C1